2-[4-[[(1S,2R)-2-hydroxycyclohexyl]amino]pyrido[3,4-d]pyridazin-1-yl]-5-(trifluoromethoxy)phenol O[C@H]1[C@H](CCCC1)NC=1N=NC(=C2C1C=NC=C2)C2=C(C=C(C=C2)OC(F)(F)F)O